(+)-(3E)-5-methyl-3-heptanone oxime CC(C/C(/CC)=N/O)CC